ClC1=C(C(=CC=C1)F)NC(=O)C1=CC(=C(C=C1O[C@H](C(F)(F)F)C)NC(=O)N1CC(C1)F)F (S)-N-(4-((2-chloro-6-fluorophenyl)carbamoyl)-2-fluoro-5-((1,1,1-trifluoropropan-2-yl)oxy)phenyl)-3-fluoroazetidine-1-carboxamide